CC(=C)C1=CC=C(C=C1)CC1=CC=CC=C1 Alpha-methyl-4-benzylstyrene